2-amino-5-(2-fluorophenyl)-4-oxo-4,5-dihydrofuran-3-yl phenylmethanesulfonate C1(=CC=CC=C1)CS(=O)(=O)OC1=C(OC(C1=O)C1=C(C=CC=C1)F)N